COC=1C=CC2=C(N=C(S2)C=2C=NC=CC2CC(=O)N)C1 (3-(5-methoxybenzo[d]thiazol-2-yl)pyridin-4-yl)acetamide